CC=1C=C(C(=O)OC2=C(C(=CC(=C2)Cl)C=NC2=CC=C(C=C2)Cl)O)C=CC1 5-chloro-3-((4-chloro-phenylimino)methyl)-2-hydroxyphenyl 3-methylbenzoate